COC1=C(C=CC=C1)C1=NOC(=N1)C1=CC2=C(N(N=N2)C2CCOCC2)C=C1 5-[3-(2-methoxyphenyl)-1,2,4-oxadiazol-5-yl]-1-(oxan-4-yl)-1H-1,2,3-benzotriazole